N1=C(C=CC=C1)C(O)C=1N(C=C(N1)CC1=CC=NC=C1)COCC[Si](C)(C)C pyridin-2-yl(4-(pyridin-4-ylmethyl)-1-((2-(trimethylsilyl)ethoxy)methyl)-1H-imidazol-2-yl)methanol